Methyl (S)-2-(5-aminothiophene-2-carboxamido)-5-((tert-butoxycarbonyl)amino)pentanoate NC1=CC=C(S1)C(=O)N[C@H](C(=O)OC)CCCNC(=O)OC(C)(C)C